ethyl 2-(4-oxo-4,5-dihydro-1H-pyrrolo[2,3-d]-pyridazin-1-yl)-acetate O=C1C2=C(C=NN1)N(C=C2)CC(=O)OCC